O1C(=CC=C1)C=1C(C(=C2COCCN2C1)C(=O)OC)=O Methyl 7-(furan-2-yl)-8-oxo-1,3,4,8-tetrahydropyrido[2,1-c][1,4]oxazine-9-carboxylate